imidazo[4,5-c]quinolone N=1C(N=C2C=NC=3C=CC=CC3C21)=O